FC1=C(C(=CC=C1C1=CC(=NN1)C1=CN(C=C1)C)O)N1CC(NS1(=O)=O)=O 5-(2-fluoro-6-hydroxy-3-(3-(1-methyl-1H-pyrrol-3-yl)-1H-pyrazol-5-yl)phenyl)-1,2,5-thiadiazolidin-3-one 1,1-dioxide